3,7,3',4',5'-pentahydroxyflavone OC1=C(OC2=CC(=CC=C2C1=O)O)C1=CC(=C(C(=C1)O)O)O